2-azido-3,6-di-benzoyl-2-deoxy-D-glucopyranose N(=[N+]=[N-])[C@H]1C(O)O[C@@H]([C@H]([C@@]1(O)C(C1=CC=CC=C1)=O)O)C(O)C(C1=CC=CC=C1)=O